4-(4-(4-bromophenyl)-2-(pyridin-2-yl)quinazolin-7-yl)benzonitrile BrC1=CC=C(C=C1)C1=NC(=NC2=CC(=CC=C12)C1=CC=C(C#N)C=C1)C1=NC=CC=C1